ClC1=CC2=C(C=C3N2C(=NN(C3=O)CC(=O)NC3=NC=NC=C3Cl)C(C)C)S1 2-(2-Chloro-5-isopropyl-8-oxothieno[2',3':4,5]pyrrolo[1,2-d][1,2,4]triazin-7(8H)-yl)-N-(5-chloropyrimidin-4-yl)acetamide